ethyl 4-(3-ethoxy-3-oxopropyl)-5-nitro-2-propylquinoline-3-carboxylate C(C)OC(CCC1=C(C(=NC2=CC=CC(=C12)[N+](=O)[O-])CCC)C(=O)OCC)=O